N[C@H](CC1=C(C2=NC(=CC(=C2S1)NCC=1SC=CC1)Cl)Br)CF 2-[(2R)-2-amino-3-fluoropropyl]-3-bromo-5-chloro-N-[(thiophen-2-yl)methyl]thieno[3,2-b]pyridin-7-amine